4-(((3s,4r)-1-((2-cyanophenyl)sulfonyl)-4-hydroxy-4-(hydroxymethyl)pyrrolidin-3-yl)oxy)-2-fluoro-5-isobutoxybenzonitrile C(#N)C1=C(C=CC=C1)S(=O)(=O)N1C[C@@H]([C@@](C1)(CO)O)OC1=CC(=C(C#N)C=C1OCC(C)C)F